C(C)C=1C=C(C=CC1OC=1C=C2C(=NC1)NC=C2)N2C(N(CC2=O)C2=CC(=CC=C2)C(F)(F)F)=O 3-[3-ethyl-4-(1H-pyrrolo[2,3-b]pyridin-5-yloxy)phenyl]-1-[3-(trifluoromethyl)phenyl]-2,4-imidazolidinedione